ClC1=CC=2C3=C(C=NC2C=C1)N=C(N3[C@H]3C[C@H](OCC3)C)CCC#N 3-{8-chloro-1-[(2r,4r)-2-methyltetrahydro-2H-pyran-4-yl]-1H-imidazo[4,5-c]quinolin-2-yl}propionitrile